(6-Amino-4-methoxy-3',4',5',6'-tetrahydro-2'H-[3,4']bipyridinyl-1'-yl)-[4-methoxy-5-(1-methyl-cyclopropylmethoxy)-pyridin-2-yl]-methanone NC1=CC(=C(C=N1)C1CCN(CC1)C(=O)C1=NC=C(C(=C1)OC)OCC1(CC1)C)OC